BrC1=C(C(=CC=C1)Br)N1C2=CC=CC=C2C=2C=CC=CC12 9-(2,6-dibromophenyl)-9H-carbazole